C(C)(C)(C)OC(=O)N1CC(CC1)C(\C=C\C(=O)OCC)NC(=O)OCC1=CC=CC=C1 3-[(E)-1-(benzyloxycarbonylamino)-4-ethoxy-4-oxo-but-2-enyl]pyrrolidine-1-carboxylic acid tert-butyl ester